FC1=C(C=C(C=C1)C1=C(NC=2C1=NC=CC2)C2=C(C=NC=C2)OC[C@H]2N(CCC2)C(C=C)=O)OC(F)(F)F 1-[(2S)-2-{[(4-{3-[4-fluoro-3-(trifluoromethoxy)phenyl]-1H-pyrrolo[3,2-b]pyridin-2-yl}pyridin-3-yl)oxy]methyl}pyrrolidin-1-yl]prop-2-en-1-one